FC([C@@H]1CC[C@H](CC1)C(=O)OC)(C1=NC(=NC(=C1)C)SC)F Trans-methyl 4-[difluoro-(6-methyl-2-methylsulfanyl-pyrimidin-4-yl)methyl]cyclohexanecarboxylate